titanium manganese sodium phosphate P(=O)([O-])([O-])[O-].[Na+].[Mn+2].[Ti+4]